ON1[C@@H]2CC[C@H](N(C1=O)C2)C#N (2S,5R)-6-hydroxy-7-oxo-1,6-diazabicyclo[3.2.1]octane-2-carbonitrile